[C@H](C)(CC)[C@@H]1N(CC2=C(NC1=O)C=CC=C2)C(CC(C)O)=O (3S)-3-((S)-sec-butyl)-4-(3-hydroxybutanoyl)-1,3,4,5-tetrahydro-2H-benzo[e][1,4]diazepin-2-one